ClC1=C(C=C2C(=C(N(C2=C1F)C)C1=NC(=NN1)N(C(C)=O)C)C=1C=NNC1)OC N-(5-(6-chloro-7-fluoro-5-methoxy-1-methyl-3-(1H-pyrazol-4-yl)-1H-indol-2-yl)-1H-1,2,4-triazol-3-yl)-N-methylacetamide